NC1CC(C1)ON1N=CC2=CC=C(C=C12)C1=CC=C(C=C1)O 4-((3-aminocyclobutoxy)-1H-indazol-6-yl)phenol